C(C)OC(=O)C=1N(C2=CC(=CC=C2C(C1C)=O)C1=NC(=NC=C1F)Cl)C(C)C 7-(2-chloro-5-fluoropyrimidin-4-yl)-1-isopropyl-3-methyl-4-oxo-1,4-dihydroquinoline-2-carboxylic acid ethyl ester